NC1=NC=NC(=C1OCCN(C(OC(C)(C)C)=O)C)C1=CC(=C(C=C1)CNC(=O)C=1OC(=NN1)C(C)(C)C)C tert-butyl (2-((4-amino-6-(4-((5-(tert-butyl)-1,3,4-oxadiazole-2-carboxamido)methyl)-3-methylphenyl)pyrimidin-5-yl)oxy)ethyl)(methyl)carbamate